1,2-di(lauroyl)-sn-glycero-3-phosphorylcholine C(CCCCCCCCCCC)(=O)OC[C@@H](OC(CCCCCCCCCCC)=O)COP(=O)(O)OCC[N+](C)(C)C